(S)-4-(1-((5-methoxy-7-methyl-1H-indol-4-yl)methyl)-4-(1-methyl-1H-pyrazol-5-yl)piperidin-2-yl)benzoic acid COC=1C(=C2C=CNC2=C(C1)C)CN1[C@@H](CC(CC1)C1=CC=NN1C)C1=CC=C(C(=O)O)C=C1